8-Bromo-7-fluoro-2,3-dihydrobenzo[b][1,4]dioxin-5-carboxylic acid BrC1=C(C=C(C2=C1OCCO2)C(=O)O)F